ethyl 7-chloro-4-isopropyl-4-(4,4,5,5-tetramethyl-1,3,2-dioxaborolan-2-yl)quinoline-3-carboxylate ClC1=CC=C2C(C(C=NC2=C1)C(=O)OCC)(B1OC(C(O1)(C)C)(C)C)C(C)C